ClC1=C(CCN[C@@H]2C=C([C@@H]([C@@H]([C@H]2O)O)O)CF)C=CC(=C1)Cl (1S,2S,3S,6R)-6-((2,4-dichlorophenethyl)amino)-4-(fluoromethyl)cyclohex-4-ene-1,2,3-triol